The molecule is the tetracation of PoPo-1 dye. It has a role as a fluorochrome. It is a pyridinium ion, a benzoxazolium ion, a quaternary ammonium ion and a cyanine dye. CN\\1C2=CC=CC=C2O/C1=C/C=C/C3=CC=[N+](C=C3)CCC[N+](C)(C)CCC[N+](C)(C)CCC[N+]4=CC=C(C=C4)/C=C/C=C\\5/N(C6=CC=CC=C6O5)C